OC1=C(N=C(NC1=O)C1CN(CCC1)C(=O)OC(C)(C)C)C(NC=1C=NOC1)=O tert-butyl 3-(5-hydroxy-4-(isoxazol-4-ylcarbamoyl)-6-oxo-1,6-dihydropyrimidin-2-yl)piperidine-1-carboxylate